FC=1C=C(C=CC1)N1C([C@@H](CCC1)N(C)C=1C2=C(N=C(N1)C1=NC=CC(=C1)OCCO)CCC2)=O (3R)-1-(3-fluorophenyl)-3-([2-[4-(2-hydroxyethoxy)pyridin-2-yl]-5H,6H,7H-cyclopenta[d]pyrimidin-4-yl](methyl)amino)piperidin-2-one